N1-(2-(2-fluorophenyl)cyclopropyl)cyclohexane-1,4-diamine FC1=C(C=CC=C1)C1C(C1)NC1CCC(CC1)N